tert-butyl (2R)-2-(2-aminoethyl)-4-fluoropyrrolidine-1-carboxylate NCC[C@H]1N(CC(C1)F)C(=O)OC(C)(C)C